C(C)(C)N1N=CC2=C1C=NN(C2=O)CC(=O)N[C@@H](C)C2=CC=C(C=C2)C(F)(F)F (S)-2-(1-isopropyl-4-oxo-1,4-dihydro-5H-pyrazolo[3,4-d]pyridazin-5-yl)-N-(1-(4-(trifluoromethyl)phenyl)ethyl)acetamide